1-(4-((4-fluoro-2-isopropoxyphenyl)amino)pyrido[3,2-d]pyrimidin-6-yl)-1H-pyrazole-4-carboxylic acid methyl ester COC(=O)C=1C=NN(C1)C=1C=CC=2N=CN=C(C2N1)NC1=C(C=C(C=C1)F)OC(C)C